OC1CN(CCOC1)C=O (6-hydroxy-1,4-oxaazepan-4-yl)methanone